6-methoxy-3-methylbenzo[d]isoxazole-7-sulfonyl chloride COC1=C(C2=C(C(=NO2)C)C=C1)S(=O)(=O)Cl